ClC=1C=C(C2=C(N=C(N=C2)S)N1)C#C[Si](C(C)C)(C(C)C)C(C)C 7-chloro-5-[2-(triisopropylsilyl)ethynyl]pyrido[2,3-d]pyrimidine-2-thiol